N-[4-(4,4-difluorocyclohexyl)-2-(3,3-difluoropyrrolidin-1-yl)-3-pyridyl]-2-isopropyl-pyrimidine-5-carboxamide FC1(CCC(CC1)C1=C(C(=NC=C1)N1CC(CC1)(F)F)NC(=O)C=1C=NC(=NC1)C(C)C)F